ClC1=NC(=NC=C1)C1=CN=C2N1C=C(N=C2)C2=CC=NC=C2 3-(4-chloropyrimidin-2-yl)-6-(pyridin-4-yl)imidazo[1,2-a]pyrazine